N[C@H]1C[C@H](C1)NC(OC(C)(C)C)=O tert-Butyl cis-N-(3-aminocyclobutyl)carbamate